[Br].NC(C)C1=NC=CN1C L-1-aminoethyl-3-methylimidazole bromine salt